dl-2-diethylamino-acetic acid C(C)N(CC(=O)O)CC